BrC1=C(N(C=C1)S(=O)(=O)C1=CC=C(C)C=C1)C(O)C1=C(C=CC(=C1)F)Cl (3-Bromo-1-tosyl-1H-pyrrol-2-yl)(2-chloro-5-fluorophenyl)methanol